OC=1C(=C2C(C=C(OC2=CC1OC)C1=CC(=C(C(=C1)OC)OC)OC)=O)OC 6-hydroxy-5,7,3',4',5'-pentamethoxyflavone